2-Methoxy-pyrimidine COC1=NC=CC=N1